4-(isopropylamino)-3-hexen-2-one C(C)(C)NC(=CC(C)=O)CC